O=C1NC(CCC1N1C(C2=CC=CC(=C2C1=O)CCCCC1CN(CC1)CCOC1=CC=C(C=C1)\C(=C(\CC)/C1=CC=CC=C1)\C1=CC=C(C=C1)O)=O)=O (Z)-2-(2,6-dioxopiperidin-3-yl)-4-(4-(1-(2-(4-(1-(4-hydroxyphenyl)-2-phenylbut-1-en-1-yl)phenoxy)ethyl)pyrrolidin-3-yl)butyl)isoindoline-1,3-dione